4-propylbenzenesulfonate C(CC)C1=CC=C(C=C1)S(=O)(=O)[O-]